C(C)(C)(C)OC(=O)N([C@H](C(=O)O)CC1CCC1)C (2S)-2-[[(tert-butoxy)carbonyl](methyl)amino]-3-cyclobutylpropanoic acid